4-((2,4-dichlorophenyl)amino)pyrido[3,4-d]pyrimidin-6-ol ClC1=C(C=CC(=C1)Cl)NC=1C2=C(N=CN1)C=NC(=C2)O